[Na+].O1C=2C(OCC1CCCCCCS(=O)(=O)[O-])=CSC2 6-(2,3-dihydro-thieno[3,4-b][1,4]dioxin-2-yl)hexane-1-sulfonic acid sodium salt